ClC1=C(C=CC(=C1)C(F)(F)F)C1=CC=C(C=C1)C(=O)NC=1C=CC(=C(C1)NS(=O)(=O)CCC(=O)O)O 3-(N-(5-(2'-chloro-4'-(trifluoromethyl)-[1,1'-biphenyl]-4-carboxamido)-2-hydroxyphenyl)sulfamoyl)propionic acid